COC1=C(N)C=CC=C1C1CCC(CC1)=COC 2-Methoxy-3-[4-(methoxymethylidene)cyclohexyl]aniline